((3-bromo-6-methoxypyridin-2-yl)methyl)-1-(tert-butoxycarbonyl)piperidine-4-carboxylic acid BrC=1C(=NC(=CC1)OC)CC1N(CCC(C1)C(=O)O)C(=O)OC(C)(C)C